BrC1=C(C=CC(=N1)C(=O)OC)C methyl 6-bromo-5-methylpyridine-2-carboxylate